3-({[(1R)-6-[(3-methylphenyl)thio]-1,2,3,4-tetrahydronaphthalen-1-yl]methyl}amino)pyridine-4-carboxylic acid CC=1C=C(C=CC1)SC=1C=C2CCC[C@H](C2=CC1)CNC=1C=NC=CC1C(=O)O